CC1(OB(OC1(C)C)C1=CC=C(C=C1)C1=NC=NC=N1)C 6-(4-(4,4,5,5-tetramethyl-1,3,2-dioxaborolan-2-yl)phenyl)-1,3,5-triazine